4-(1-methyl-1,2,3,6-tetrahydropyridin-4-yl)-1H-benzo[d]Imidazole CN1CCC(=CC1)C1=CC=CC=2NC=NC21